dimethyltrichloroethanol CC(C(Cl)(Cl)Cl)(O)C